2-((2-aminoethyl)(2-(3-(2-((2-aminoethyl)amino)ethyl)-2-oxoimidazolidin-1-yl)ethyl)amino)acetonitrile NCCN(CC#N)CCN1C(N(CC1)CCNCCN)=O